FC(COC1=C(C=CC=C1)C=1C=2N(C=CC1)C=C(N2)C(=O)N[C@@H](C(F)(F)F)C)(F)F (R)-8-(2-(2,2,2-trifluoroethoxy)phenyl)-N-(1,1,1-trifluoropropan-2-yl)imidazo[1,2-a]pyridine-2-carboxamide